FC=1C=C2C(=C(CC2=CC1)C)CC1=CC=C(C=C1)SC 5-fluoro-2-methyl-3-(4-methylthiobenzyl)-1H-indene